BrC=1C=C2C(=NC1OC)N(N=C2)COCC[Si](C)(C)C 5-bromo-6-methoxy-1-[[2-(trimethylsilyl)ethoxy]methyl]pyrazolo[3,4-b]pyridine